N-(8-[[2-(2,6-dioxopiperidin-3-yl)-1,3-dioxo-2,3-dihydro-1H-isoindol-4-yl]amino]octyl)-2-[[3-methoxy-5-(2-methyl-1-oxo-1,2-dihydro-2,7-naphthyridin-4-yl)phenyl]amino]acetamide O=C1NC(CCC1N1C(C2=CC=CC(=C2C1=O)NCCCCCCCCNC(CNC1=CC(=CC(=C1)C1=CN(C(C2=CN=CC=C12)=O)C)OC)=O)=O)=O